(2R,5S)-2-(5-amino-1,3,4-oxadiazol-2-yl)-5-{[(benzyloxy)carbonyl]amino}piperidine-1-carboxylic acid tert-butyl ester C(C)(C)(C)OC(=O)N1[C@H](CC[C@@H](C1)NC(=O)OCC1=CC=CC=C1)C=1OC(=NN1)N